CC=1SC2=C(N1)C=CC(=C2)[C@@H]2C[C@@](CC2)(C(=O)O)CCC cis-3-(2-methylbenzo[d]thiazol-6-yl)-1-propylcyclopentane-1-carboxylic acid